tert-butyl N-[(3R)-5-[(4-chlorophenyl)methyl]-8-fluoro-7-[2-(1-methyl-3-piperidyl)tetrazol-5-yl]-1,1,4-trioxo-2,3-dihydro-1λ6,5-benzothiazepin-3-yl]carbamate ClC1=CC=C(C=C1)CN1C([C@H](CS(C2=C1C=C(C(=C2)F)C=2N=NN(N2)C2CN(CCC2)C)(=O)=O)NC(OC(C)(C)C)=O)=O